5-bromo-2-methoxy-N-(5-phenylisoxazol-3-yl)benzenesulfonamide BrC=1C=CC(=C(C1)S(=O)(=O)NC1=NOC(=C1)C1=CC=CC=C1)OC